(1R,4R)-N'-(4-(5-(cyclopropylmethyl)-1-(oxetan-3-yl)-1H-pyrazol-4-yl)pyrimidin-2-yl)cyclohexane-1,4-diamine C1(CC1)CC1=C(C=NN1C1COC1)C1=NC(=NC=C1)NC1CCC(CC1)N